phenmethyl-trinitrobenzene C(C1=CC=CC=C1)C1=C(C(=C(C=C1)[N+](=O)[O-])[N+](=O)[O-])[N+](=O)[O-]